2-(4-bromothiophen-2-ylmethylene)-6-hydroxybenzofuran-3(2H)-one BrC=1C=C(SC1)C=C1OC2=C(C1=O)C=CC(=C2)O